BrC=1C(=CC(=NC1)N1C[C@H](CC1)C(=O)OC)F Methyl (3S)-1-(5-bromo-4-fluoropyridin-2-yl)pyrrolidine-3-carboxylate